(R)-8-Cyclopentyl-N-(1-(3-(1-(4-fluorophenyl)-1H-pyrazol-4-yl)phenyl)ethyl)-7H-purine-6-carBoxamide C1(CCCC1)C1=NC2=NC=NC(=C2N1)C(=O)N[C@H](C)C1=CC(=CC=C1)C=1C=NN(C1)C1=CC=C(C=C1)F